3-methoxy-4-{[3-(4-{[(1R,4R)-4-(morpholin-4-yl)cyclohexyl]amino}-1-(2,2,2-trifluoroethyl)-1H-indol-2-yl)prop-2-yn-1-yl]amino}benzamide COC=1C=C(C(=O)N)C=CC1NCC#CC=1N(C2=CC=CC(=C2C1)NC1CCC(CC1)N1CCOCC1)CC(F)(F)F